CC(C/C=C/C=1C=C(C=C(C1)O)O)CCC=C(C)C 5-[(1E)-4,8-Dimethylnona-1,7-dienyl]benzene-1,3-diol